2-methyl-5-nitro-N-(2-thiazol-2-ylethyl)benzenesulfonamide CC1=C(C=C(C=C1)[N+](=O)[O-])S(=O)(=O)NCCC=1SC=CN1